diPropargyl 3,3,3-trifluoropropyl phosphate P(=O)(OCC#C)(OCC#C)OCCC(F)(F)F